FC1CN(C1)C(=O)NC1=CC(=C(C=C1)F)N1N=C2N=CC(=CC2=C1)C(C)CCC 3-fluoro-N-{4-fluoro-3-[5-(pentan-2-yl)-2H-pyrazolo[3,4-b]pyridin-2-yl]phenyl}azetidine-1-carboxamide